C(CC)OC(=O)C=1SC(=CC1)C(=O)OCCC 2,5-thiofurandicarboxylic acid dipropyl ester